methacryloxyoctyl phosphate P(=O)(OCCCCCCCCOC(C(=C)C)=O)([O-])[O-]